6-Bromo-2,7-dimethoxy-3-(methoxymethyl)quinoline BrC=1C=C2C=C(C(=NC2=CC1OC)OC)COC